2,2-Bis[(2-bromoisobutyryloxy)methyl]propionic acid, 2-(2,3-dihydroxypropoxy)ethyl ester BrC(C(=O)OCC(C(=O)OCCOCC(CO)O)(C)COC(C(C)(C)Br)=O)(C)C